4'-(hexafluoroisopropylidene)biphenol FC(C(C(F)(F)F)=C1CC(=C(C=C1)O)C=1C(=CC=CC1)O)(F)F